5-bromo-3-cyclopropyl-1-[[2-(trimethylsilyl)ethoxy]methyl]pyrazolo[3,4-b]pyridine BrC=1C=C2C(=NC1)N(N=C2C2CC2)COCC[Si](C)(C)C